N1(CCC1)CCNC=1N=C(N=NC1[C@@H](C)C1=CC=CC=C1)C (S)-N-(2-(azetidin-1-yl)ethyl)-3-methyl-6-(1-phenylethyl)-1,2,4-triazin-5-amine